2-methylphenoxyethyl methacrylate C(C(=C)C)(=O)OCCOC1=C(C=CC=C1)C